N,N-diphenyl-ethylenediamine C1(=CC=CC=C1)N(CCN)C1=CC=CC=C1